BrC1=C(C=CC=C1)C1=NOC=C1 3-(2-bromophenyl)isoxazole